Ethyl 2-[3-(5-bromo-2-pyridyl)-4-methyl-2-oxo-benzimidazol-1-yl]acetate BrC=1C=CC(=NC1)N1C(N(C2=C1C(=CC=C2)C)CC(=O)OCC)=O